ClC1=CC=C(C=C1)C=1N=NC(=C2C1CNCC2)NC2CN(CCC2)C 4-(4-chlorophenyl)-N-(1-methyl-3-piperidyl)-5,6,7,8-tetrahydropyrido[3,4-d]pyridazin-1-amine